ClC=1C(=NC(=NC1)NC=1C=NN(C1C)C1CC(C1)C#N)OCC1(CCNCC1)F 3-(4-((5-chloro-4-((4-fluoropiperidin-4-yl)methoxy)pyrimidin-2-yl)amino)-5-methyl-1H-pyrazol-1-yl)cyclobutane-1-carbonitrile